4-fluoro-5-methyl-1H-indazole-7-sulfonyl chloride FC1=C2C=NNC2=C(C=C1C)S(=O)(=O)Cl